C1(CC1)NC(=O)C(=O)NC1CCNCC1 N-cyclopropyl-N'-(4-piperidyl)oxamide